hydroxyspiro[cyclohexane-1,3'-indoline]-1'-carboxylic acid tert-butyl ester C(C)(C)(C)OC(=O)N1C(C2(C3=CC=CC=C13)CCCCC2)O